BrC1=CC(=C(C(=O)O)C=C1)F 4-bromo-2-fluoro-benzoic acid